2,2',2''-((2S,5S,8S,11S)-2,5,8,11-tetraisopropyl-1,4,7,10-tetraazacyclododecane-1,4,7-triyl)triacetic acid C(C)(C)[C@@H]1N(C[C@@H](NC[C@@H](N(C[C@@H](N(C1)CC(=O)O)C(C)C)CC(=O)O)C(C)C)C(C)C)CC(=O)O